N1(CCCC1)C=1C=C(C=CC1)NC(OCC1=CC(=C(C(=C1)F)OCC1=CC=C(C=C1)OC)C1OCC(CO1)(C)C)=O 3-(5,5-dimethyl-1,3-dioxan-2-yl)-5-fluoro-4-(4-methoxybenzyloxy)benzyl 3-(pyrrolidin-1-yl)phenylcarbamate